C1=C(C=CC2=CC=CC=C12)C1=NC(=NC(=N1)C1=CC2=CC=CC=C2C=C1)C1=CC=C(C=C1)B1OC(C(O1)(C)C)(C)C 2,4-bis(naphthalen-2-yl)-6-(4-(4,4,5,5-tetramethyl-1,3,2-dioxaborolan-2-yl)phenyl)-1,3,5-triazine